(3-((tert-Butyldimethylsilyl)oxy)phenyl)-2-(furan-2-ylmethylene)-8-(3-methylbenzyl)imidazo[1,2-a]pyrazin-3(2H)-one [Si](C)(C)(C(C)(C)C)OC=1C=C(C=CC1)C1=CN=C(C=2N1C(C(N2)=CC=2OC=CC2)=O)CC2=CC(=CC=C2)C